4-((1-tert-butyl-5-chloro-6-oxo-1,6-dihydropyridazin-4-yl)thiomethyl)benzonitrile C(C)(C)(C)N1N=CC(=C(C1=O)Cl)SCC1=CC=C(C#N)C=C1